The molecule is a prostaglandin Falpha that is prosta-5,13,17-trien-1-oic acid carrying three hydroxy substituents at positions 9alpha, 11alpha and 15. It is a conjugate acid of a prostaglandin F3alpha(1-). CC/C=C\\C[C@@H](/C=C/[C@H]1[C@@H](C[C@@H]([C@@H]1C/C=C\\CCCC(=O)O)O)O)O